C(C)(C)(C)OC(=O)N1C2CC(CC1CC2)N2CCCCC2 3-(1-piperidinyl)-8-azabicyclo[3.2.1]octane-8-carboxylic acid tert-butyl ester